(2-hydroxy-4-chlorobenzoyl) amino-butanoate NC(C(=O)OC(C1=C(C=C(C=C1)Cl)O)=O)CC